NCCOCCO 2-(2-aminoeth-oxy)ethanol